Dimethyl 3,3'-((propane-1,3-diylbis(oxy))bis(6-methoxy-1,3-dioxo-1,3-dihydro-2H-benzo[4,5]thieno[2,3-c]pyrrole-7,2-diyl))dipropionate C(CCOC=1C(=CC2=C(C3=C(C(N(C3=O)CCC(=O)OC)=O)S2)C1)OC)OC=1C(=CC2=C(C3=C(C(N(C3=O)CCC(=O)OC)=O)S2)C1)OC